Methyl-(2R)-2-{[1-(pyrazin-2-yl)-5-(pyridazin-4-yl)-1H-pyrazol-3-yl]oxy}propanoat COC([C@@H](C)OC1=NN(C(=C1)C1=CN=NC=C1)C1=NC=CN=C1)=O